5-Benzyl 1-(tert-butyl) (((S)-1,5-di-tert-butoxy-1,5-dioxopentan-2-yl)carbamoyl)-L-glutamate C(C)(C)(C)OC([C@H](CCC(=O)OC(C)(C)C)NC(=O)N[C@@H](CCC(=O)OCC1=CC=CC=C1)C(=O)OC(C)(C)C)=O